N-(4-((3-amino-5-methylpyridin-2-yl)oxy)-3-methylphenyl)acrylamide NC=1C(=NC=C(C1)C)OC1=C(C=C(C=C1)NC(C=C)=O)C